tri-acetyl-ricinoleate C(C)(=O)C(CCCCC[C@H](C\C=C/CCCCCCCC(=O)[O-])O)(C(C)=O)C(C)=O